C1=CC=C(C=C1)N=NC(=O)NN Phenylcarbazone